(1R,4R)-tert-butyl-2,5-diazabicyclo[2.2.1]heptane-2-carboxylate C(C)(C)(C)OC(=O)N1[C@H]2CN[C@@H](C1)C2